CN1C(=NC2=C(C=C(C=C2C1=O)C)C(C)NC1=C(C(=O)O)C=CC=C1)NC[C@@H](C)C1=CC=CC=C1 2-((1-(3,6-dimethyl-4-oxo-2-(((S)-2-phenylpropyl)amino)-3,4-dihydroquinazolin-8-yl)ethyl)amino)benzoic acid